2-amino-N-{(1S,2S)-2-[(4-{1-[1-(2-hydroxyethyl)piperidin-4-yl]-1H-indol-5-yl}phenyl)methoxy]cyclopentyl}-5-(1-methyl-1H-pyrazol-4-yl)pyridine-3-carboxamide NC1=NC=C(C=C1C(=O)N[C@@H]1[C@H](CCC1)OCC1=CC=C(C=C1)C=1C=C2C=CN(C2=CC1)C1CCN(CC1)CCO)C=1C=NN(C1)C